2-(7-amino-2-(4-fluorophenyl)-2-methyl-naphtho[2,3-d][1,3]dioxolan-6-yl)propan-2-ol NC=1C(=CC2=CC3=C(OC(O3)(C)C3=CC=C(C=C3)F)C=C2C1)C(C)(C)O